ClC1=C(C=CC=C1)[C@H]1N(CCC1)C1=C(C(=O)N[C@H](C)\C=C\S(=O)(=O)C)C(=CC=N1)F ((S)-2-(2-Chlorophenyl)pyrrolidin-1-yl)-4-fluoro-N-((R,E)-4-(methylsulfonyl)but-3-en-2-yl)nicotinamide